(E)-α-methoxyimino-2-methylphenylacetic acid methyl ester COC(/C(=N/OC)/C1=C(C=CC=C1)C)=O